(Z)-5-((1-phenyl-1H-pyrrol-2-yl)methylene)thiazolidine-2,4-dione C1(=CC=CC=C1)N1C(=CC=C1)\C=C/1\C(NC(S1)=O)=O